(R)-7-(3,5-difluorophenyl)-4-(3-methylpiperazin-1-yl)-5-(3-methylpyrazin-2-yl)-7H-pyrrolo[2,3-d]pyrimidine FC=1C=C(C=C(C1)F)N1C=C(C2=C1N=CN=C2N2C[C@H](NCC2)C)C2=NC=CN=C2C